8-(3-methoxy-2,6-dimethylphenyl)-6-(trifluoromethyl)-3-((2-(trimethylsilyl)ethoxy)methyl)pyrido[3,4-d]pyrimidin-4(3H)-one COC=1C(=C(C(=CC1)C)C1=NC(=CC2=C1N=CN(C2=O)COCC[Si](C)(C)C)C(F)(F)F)C